N,N-dimethyl-4-(8-(1-methyl-1H-pyrazol-4-yl)-3H-pyrrolo[2,3-c]isoquinolin-1-yl)cyclohexan-1-amine CN(C1CCC(CC1)C1=CNC=2N=CC=3C=CC(=CC3C21)C=2C=NN(C2)C)C